CN(C1=CC=C2C(=CCN(C2=N1)C)OC)C 7-dimethylamino-1-methyl-4-methoxy-8-azaquinoline